(S)-(1-(7-(8-chloronaphthalen-1-yl)-2-((1-methylpyrrolidin-2-yl)methoxy)-5,6,7,8-tetrahydropyrido[3,4-d]pyrimidin-4-yl)piperidin-4-yl)methanamine ClC=1C=CC=C2C=CC=C(C12)N1CC=2N=C(N=C(C2CC1)N1CCC(CC1)CN)OC[C@H]1N(CCC1)C